[Cl-].ClC1=CC=C(C=C1)N1C=[N+]2C(C=3NC4=CC=CC=C4C3C=C2)=C1C1=CC=CC=C1 2-(4-Chlorophenyl)-1-phenyl-2,11-dihydroimidazo[1',5':1,2]pyrido[3,4-b]indol-4-ium chloride